N-Cyclopropyl-3-(difluoromethyl)-5-fluoro-N-(2-fluoro-6-isopropylbenzyl)-1-methyl-1H-pyrazole-4-carboxamide C1(CC1)N(C(=O)C=1C(=NN(C1F)C)C(F)F)CC1=C(C=CC=C1C(C)C)F